4-Amino-1-methylimidazo[1,5-a]quinoxaline-8-carboxylic acid NC=1C=2N(C3=CC(=CC=C3N1)C(=O)O)C(=NC2)C